C1C(CC(CC1)CO)CO cyclohexane-2,4-dimethanol